C(C)(C)(C)C1=CC=C(C=C1)C1(NS(C2=C(C3=C1C=CC=C3)C=CC=C2)(=O)=O)C (+)-7-(4-(tert-Butyl)phenyl)-7-methyl-6,7-dihydrodibenzo[d,f][1,2]thiazepine 5,5-dioxide